O1C=NC2=C1C=CC=C2 benzooxazole